OCCC1=CC=CC(N1C)=O 6-(2-Hydroxyethyl)-1-methylpyridin-2(1H)-one